4-(3-benzhydrylthioureido)-3-fluoro-N-(7-(hydroxyamino)-7-oxoheptyl)benzamide C(C1=CC=CC=C1)(C1=CC=CC=C1)NC(NC1=C(C=C(C(=O)NCCCCCCC(=O)NO)C=C1)F)=S